(1R,2R,6S)-2-((2-fluoro-4-(trifluoromethyl)phenyl)carbamoyl)-6-(4-(N-methylbenzofuran-5-sulfonamido)phenyl)cyclohexane-1-carboxylic acid FC1=C(C=CC(=C1)C(F)(F)F)NC(=O)[C@H]1[C@@H]([C@H](CCC1)C1=CC=C(C=C1)N(S(=O)(=O)C=1C=CC2=C(C=CO2)C1)C)C(=O)O